1-methyl-1H-pyrazole-5-carboxylic acid hept-6-yn-1-yl ester C(CCCCC#C)OC(=O)C1=CC=NN1C